N-hydroxyethyl-methacrylamide 1-(1H-benzo[d]imidazol-5-yl)-2-(2,6-difluoro-4-(1-(trifluoromethyl)-1H-pyrazol-4-yl)phenyl)-4-oxoazetidin-3-yl-acetate N1C=NC2=C1C=CC(=C2)N2C(C(C2=O)CC(=O)O)C2=C(C=C(C=C2F)C=2C=NN(C2)C(F)(F)F)F.OCCNC(C(=C)C)=O